ClC=1C=C(CN2N=C3C4=C(CCC3=C2)OC(=C4C)C(=O)NCC4=CC=C(C=C4)OC)C=CC1 2-(3-chlorobenzyl)-N-(4-methoxybenzyl)-8-methyl-4,5-dihydro-2H-furo[2,3-g]indazole-7-carboxamide